(R)-2-(2-((S)-3-fluoropyrrolidin-1-yl)-4-phenylpyridin-3-yl)-6-methoxy-4,5,6,7-tetrahydro-1H-benzo[d]imidazole F[C@@H]1CN(CC1)C1=NC=CC(=C1C1=NC2=C(N1)C[C@@H](CC2)OC)C2=CC=CC=C2